2-(oxetan-3-yl)quinazoline-6-carbaldehyde O1CC(C1)C1=NC2=CC=C(C=C2C=N1)C=O